4-(3-(tetrahydro-2H-pyran-4-yl)-1H-indol-5-yl)-5,6-dihydropyridine-1(2H)-carboxylic acid tert-butyl ester C(C)(C)(C)OC(=O)N1CC=C(CC1)C=1C=C2C(=CNC2=CC1)C1CCOCC1